2-amino-4,6-dihydroxyl-5-nitrosopyrimidine NC1=NC(=C(C(=N1)O)N=O)O